FC(CNC(OC(C)(C)C)=O)C[C@H](CN1C(C=2NC=3C=CC(=CC3C2C2=C(C1)C=CC=C2)F)=O)NC(OC(C)(C)C)=O di-tert-butyl ((4R)-2-fluoro-5-(11-fluoro-7-oxo-7,8-dihydrobenzo[5,6]azepino[3,4-b]indol-6(5H)-yl)pentane-1,4-diyl)dicarbamate